Ethyl 2-[(5R,7R)-2,2,3,3-tetramethyl-7-(propan-2-yl)-4,9-dioxa-8-aza-3-silapentadecan-5-yl]-1,3-thiazole-4-carboxylate CC(C)([Si](O[C@H](C[C@@H](NOCCCCCC)C(C)C)C=1SC=C(N1)C(=O)OCC)(C)C)C